NC1=C(C2=NC(=CC=C2N1C1=C(C=CC(=C1)O)C)C#CCN1CCOCC1)C(=O)N 2-amino-1-(5-hydroxy-2-methyl-phenyl)-5-(3-morpholinopropan-1-ynyl)pyrrolo[3,2-b]pyridine-3-carboxamide